(3S,7aR,11aR)-3-isopropyl-9-[[4-(trifluoromethyl)phenyl]methyl]-3,6,7,7a,8,11-hexahydro-2H-oxazolo[2,3-j][1,6]naphthyridine-5,10-dione C(C)(C)[C@H]1CO[C@@]23CC(N(C[C@H]3CCC(N21)=O)CC2=CC=C(C=C2)C(F)(F)F)=O